ethyl (1R,3R,4S)-2-((R)-1-phenylethyl)-2-azabicyclo[2.2.1]hept-5-ene-3-carboxylate C1(=CC=CC=C1)[C@@H](C)N1[C@H]2C=C[C@@H]([C@@H]1C(=O)OCC)C2